tert-butyl (R)-4-fluoro-2-(methoxymethyl)indoline-1-carboxylate FC1=C2C[C@@H](N(C2=CC=C1)C(=O)OC(C)(C)C)COC